Cl.ClC=1C=C(C(=C(C1)C1=NC=NN2C1=CC(=C2)CN2C(N(C(C(=C2)F)=O)C)=O)C[C@@H]2CNCCO2)C (R)-1-((4-(5-chloro-3-methyl-2-(morpholin-2-ylmethyl)phenyl)pyrrolo[2,1-f][1,2,4]triazin-6-yl)methyl)-5-fluoro-3-methylpyrimidine-2,4(1H,3H)-dione hydrochloride